undecynylphosphonic acid C(#CCCCCCCCCC)P(O)(O)=O